C1(CCCC1)N1C(=CC2=C1N=C(N=C2)NC=2N=CC(CC2)=CN2CC1CCC(C2)N1)C(=O)O 7-cyclopentyl-2-[5-(3,8-diaza-bicyclo[3.2.1]oct-3-ylmethylene)-pyridin-2-ylamino]-7H-pyrrolo[2,3-d]pyrimidine-6-carboxylic acid